Dodecyl ((R)-(((2R,3S,5R)-5-(6-amino-2-fluoro-9H-purin-9-yl)-2-ethynyl-3-hydroxytetrahydrofuran-2-yl)methoxy) (2-(dodecyloxy)-2-oxoethoxy)phosphoryl)-L-phenylalaninate NC1=C2N=CN(C2=NC(=N1)F)[C@H]1C[C@@H]([C@@](O1)(C#C)CO[P@@](=O)(OCC(=O)OCCCCCCCCCCCC)N[C@@H](CC1=CC=CC=C1)C(=O)OCCCCCCCCCCCC)O